C1(=CC=CC=C1)[C@H]1[C@@H](C1)NC(=O)N1CCC(CC1)=CC1=CC(=CC=C1)OC1=NC=C(C=C1)O 4-[3-(5-hydroxy-pyridin-2-yloxy)-benzylidene]-piperidine-1-carboxylic acid ((1R,2S)-2-phenyl-cyclopropyl)-amide